(3R)-N-[2-cyano-4-fluoro-3-[4-oxo-3-[1-(4-piperidyl)pyrazol-3-yl]quinazolin-6-yl]oxy-phenyl]-3-fluoro-pyrrolidine-1-sulfonamide C(#N)C1=C(C=CC(=C1OC=1C=C2C(N(C=NC2=CC1)C1=NN(C=C1)C1CCNCC1)=O)F)NS(=O)(=O)N1C[C@@H](CC1)F